2-Chloro-N-(2-chloro-4-(trifluoromethyl)phenyl)acetamide ClCC(=O)NC1=C(C=C(C=C1)C(F)(F)F)Cl